2-[6-amino-5-[8-[2-[3-[3-(hydroxymethyl)-2-azabicyclo[2.2.1]heptan-2-yl]prop-1-ynyl]-4-pyridyl]-3,8-diazabicyclo[3.2.1]octan-3-yl]pyridazin-3-yl]phenol NC1=C(C=C(N=N1)C1=C(C=CC=C1)O)N1CC2CCC(C1)N2C2=CC(=NC=C2)C#CCN2C1CCC(C2CO)C1